CC=1N(C(=NN1)SCC(=O)NC1=C(C2=C(S1)CCC2)C(=O)N)C2=CC=C(C=C2)C 2-(2-{[5-methyl-4-(4-methylphenyl)-4H-1,2,4-triazol-3-yl]sulfanyl}acetamido)-4H,5H,6H-cyclopenta[b]thiophene-3-carboxamide